OCC(CO)(CCO)CO 2,2-dihydroxymethyl-1,4-butanediol